N1C(=NC2=C1C=CC=C2)C2(C(N(C(C1=CC=CC=C21)=O)C2=CC=C(C=C2)OC)=O)C2=C(C=CC=C2)O 4-(1H-Benzo[d]imidazol-2-yl)-4-(2-hydroxyphenyl)-2-(4-methoxyphenyl)isoquinoline-1,3(2H,4H)-dione